6-isopropyl-10-methoxy-2-oxo-9-(1-(cyclopropanesulfonyl)-1H-pyrazol-4-yl)-6,7-dihydropyrido[2,1-a]phthalazine-3-carboxylic acid C(C)(C)N1N2C(C3=CC(=C(C=C3C1)C=1C=NN(C1)S(=O)(=O)C1CC1)OC)=CC(C(=C2)C(=O)O)=O